[Na].CS(=O)(=O)OC1=CC(=CC=C1)OCC1=CC=CC=C1 [3-(benzyloxy) phenyl] methanesulfonate sodium